2-(4,6-dimethylpyrazolo[1,5-a]pyrazin-2-yl)-9-methyl-7-(1,2,3,6-tetrahydropyridin-4-yl)-4H-pyrido[1,2-a]pyrimidin-4-one CC=1C=2N(C=C(N1)C)N=C(C2)C=2N=C1N(C(C2)=O)C=C(C=C1C)C=1CCNCC1